(1R)-2'-fluoro-3'-methyl-3-oxospiro[cyclohexane-1,1'-indene]-4-carboxylic acid methyl ester COC(=O)C1C(C[C@]2(C(=C(C3=CC=CC=C23)C)F)CC1)=O